C1=C(C=CC2=CC=CC=C12)C(=O)N[C@@H](C(=O)N1[C@@H](C[C@@H](C1)N1N=C2N(C=CC=C2)C1=O)C(=O)NC1(CCOCC1)C(C(=O)N)=O)CC1CCCCC1 (2S,4S)-1-((R)-2-(2-naphthoylamino)-3-cyclohexylpropionyl)-N-(4-(2-amino-2-oxoacetyl)tetrahydro-2H-pyran-4-yl)-4-(3-oxo-[1,2,4]triazolo[4,3-a]pyridin-2(3H)-yl)pyrrolidine-2-carboxamide